racemic-tert-butyl (tert-butoxycarbonyl)(7-(3,5-difluoro-6-(1-(1-(4-fluorophenyl)propyl)-1H-pyrazol-4-yl)pyridin-2-yl)-[1,2,4]triazolo[1,5-a]pyridin-2-yl)carbamate C(C)(C)(C)OC(=O)N(C(OC(C)(C)C)=O)C1=NN2C(C=C(C=C2)C2=NC(=C(C=C2F)F)C=2C=NN(C2)[C@H](CC)C2=CC=C(C=C2)F)=N1 |r|